C1(CCCCC1)C(=O)OC(OC(NC(C(N[C@H](COCC1=CC=CC=C1)C(=O)N1CCC2(CC1)CN(C1=CC=CC=C12)S(=O)(=O)C)=O)(C)C)=O)C (4R)-7,7-dimethyl-4-(1-(methylsulfonyl)spiro[indolin-3,4'-piperidin]-1'-carbonyl)-6,9-dioxo-1-phenyl-2,10-dioxa-5,8-diazadodecan-11-yl cyclohexylcarboxylate